O=C1NC(CCC1C1=CC(=NC=C1)OCCN1[C@@H](CN(C[C@@H]1C)C(=O)OC(C)(C)C)C)=O tert-Butyl (3R,5S)-4-(2-((4-(2,6-dioxopiperidin-3-yl)pyridin-2-yl)oxy)ethyl)-3,5-dimethylpiperazine-1-carboxylate